4-(3-(4-hydroxy-1-isobutyl-2-oxo-1,2-dihydroquinoline-3-carboxamido)phenyl)piperazine-1-carboxylic acid tert-butyl ester C(C)(C)(C)OC(=O)N1CCN(CC1)C1=CC(=CC=C1)NC(=O)C=1C(N(C2=CC=CC=C2C1O)CC(C)C)=O